N-(4-amino-3-(tert-butyl)phenyl)-1-(2,5-dimethoxyphenyl)-5-methyl-1H-1,2,3-triazole-4-carboxamide NC1=C(C=C(C=C1)NC(=O)C=1N=NN(C1C)C1=C(C=CC(=C1)OC)OC)C(C)(C)C